ClC=1C=C(C=CC1C#N)N1CC2(C[C@@H]1C)CCN(CC2)C2=CC=C(C(=O)N1CCN(CC1)C1(CN(C1)C=1C=C3C(N(C(C3=CC1)=O)C1C(NC(CC1)=O)=O)=O)C#N)C=C2 3-(4-(4-((S)-2-(3-Chloro-4-cyanophenyl)-3-methyl-2,8-diazaspiro[4.5]decan-8-yl)benzoyl)piperazin-1-yl)-1-(2-(2,6-dioxopiperidin-3-yl)-1,3-dioxoisoindolin-5-yl)azetidine-3-carbonitrile